t-butyl [4-(4,4,5,5-tetramethyl-1,3,2-dioxaboronan-2-yl)phenoxy]acetate CC1(OB(OCCCCC1(C)C)C1=CC=C(OCC(=O)OC(C)(C)C)C=C1)C